3-(5-((4-((4'-chloro-[1,1'-biphenyl]-2-yl)methyl)piperazin-1-yl)amino)-1-oxoisoindolin-2-yl)piperidine-2,6-dione ClC1=CC=C(C=C1)C1=C(C=CC=C1)CN1CCN(CC1)NC=1C=C2CN(C(C2=CC1)=O)C1C(NC(CC1)=O)=O